BrC1=C(C=C(C=C1)N1CCC(CC1)C(OC)OC)C 1-(4-bromo-3-methylphenyl)-4-dimethoxymethylpiperidine